(2,2-difluoroethyl)(4-(5,6,7,8-tetrahydro-1,8-naphthyridin-2-yl)butyl)Aminobutyric acid FC(CC(C(=O)O)(CC)NCCCCC1=NC=2NCCCC2C=C1)F